diethyl 2-(2-chloro-6-fluoro-4-nitrophenyl)malonate ClC1=C(C(=CC(=C1)[N+](=O)[O-])F)C(C(=O)OCC)C(=O)OCC